2-((4-(((4-(1-acryloylpyrrolidin-2-yl)phenyl)amino)methyl)phenyl)amino)-5-(trifluoromethyl)pyrimidine C(C=C)(=O)N1C(CCC1)C1=CC=C(C=C1)NCC1=CC=C(C=C1)NC1=NC=C(C=N1)C(F)(F)F